2,2'-bis(2-hydroxyethoxy)-6,6'-di(naphthalene-2-yl)-1,1'-binaphthalene OCCOC1=C(C2=CC=C(C=C2C=C1)C1=CC2=CC=CC=C2C=C1)C1=C(C=CC2=CC(=CC=C12)C1=CC2=CC=CC=C2C=C1)OCCO